N-{[3-(4-{[(3S,4R)-3-fluoro-1-methylpiperidin-4-yl]amino}-1-(2,2,2-trifluoroethyl)-1H-indol-2-yl)-1,2,4-oxadiazol-5-yl]methyl}cyclobutanecarboxamide F[C@H]1CN(CC[C@H]1NC1=C2C=C(N(C2=CC=C1)CC(F)(F)F)C1=NOC(=N1)CNC(=O)C1CCC1)C